3,3-diphenyltrisiloxane C1(=CC=CC=C1)[Si](O[SiH3])(O[SiH3])C1=CC=CC=C1